[4-[(quinoline-2-carbonylamino)methyl]phenyl]boronic acid N1=C(C=CC2=CC=CC=C12)C(=O)NCC1=CC=C(C=C1)B(O)O